ClC=1C=C(C=2N(N1)C=C(N2)C)OC2=CC(=CC=C2)F 6-chloro-8-(3-fluorophenoxy)-2-methyl-imidazo[1,2-b]pyridazine